Cl.FC=1C(=C(C=CC1S(N[C@H](C)C1CCN(CC1)C)(=O)=O)NC(C1=C(C=CC=C1)C)=O)C (R)-N-(3-fluoro-2-methyl-4-(N-(1-(1-methylpiperidin-4-yl)ethyl)sulfamoyl)phenyl)-2-methylbenzamide hydrochloride